C(C1=CC=CC=C1)NC1=CC(=NC=C1)C1=CC=C2C=CC(=C(C2=C1)NCC(C#N)=C)OC 2-[({7-[4-(benzylamino)pyridin-2-yl]-2-methoxynaphthalen-1-yl}amino)methyl]prop-2-enenitrile